[Cl-].C(=C)C1=CC=C(C[P+](C2=CC=C(C=C2)C=C)(C2=CC=C(C=C2)C=C)C2=CC=C(C=C2)C=C)C=C1 (4-vinylbenzyl)tris(4-vinylphenyl)phosphonium chloride